1-methyl-4-(trifluoromethyl)-N-(2-(trifluoromethyl)pyridin-4-yl)-3-(7-((2-(trimethylsilyl)ethoxy)methyl)-7H-pyrrolo[2,3-d]pyrimidin-5-yl)-1H-pyrazole-5-carboxamide CN1N=C(C(=C1C(=O)NC1=CC(=NC=C1)C(F)(F)F)C(F)(F)F)C1=CN(C=2N=CN=CC21)COCC[Si](C)(C)C